C(C)OC(C1=C(C(=NC(=C1F)Cl)Cl)N(CC1=CC=C(C=C1)OC)CC1=CC=C(C=C1)OC)=O ethyl-3-(bis(4-methoxybenzyl)amino)-2,6-dichloro-5-fluoroisonicotinic acid